trimethyl-(m-tolylethynyl)silane C[Si](C#CC=1C=C(C=CC1)C)(C)C